BrC1=CC=C(C=C1)N1CC2(COC2)C1 6-(4-bromophenyl)-2-oxa-6-azaspiro[3.3]heptane